OC=1C=C2CC[C@H]([C@H](C2=CC1)C1=CC=C(C=C1)N1CCC(CC1)C=O)C=1C=C2CCCC2=CC1 1-[4-[(1S,2R)-6-hydroxy-2-indan-5-yl-tetralin-1-yl]phenyl]piperidine-4-carbaldehyde